4-(4-trifluoromethylphenyl)-2-methylbenzoic acid FC(C1=CC=C(C=C1)C1=CC(=C(C(=O)O)C=C1)C)(F)F